C1(CCCCCC1)NC(OC1=CC(=C(C=C1)OC)C=1C=NC=C(C1)C=1SC=NN1)=O 3-(5-(1,3,4-thiadiazol-2-yl)pyridin-3-yl)-4-methoxyphenyl cycloheptylcarbamate